Cl.C1(CC1)C=1C=C2C(=NC=NN2C1)C1=CC(=C(C=C1)CN)C (4-(6-cyclopropylpyrrolo[2,1-f][1,2,4]triazin-4-yl)-2-methylphenyl)methanamine hydrochloride